P(=O)(O)(O)O.CN1N=CC(=C1)C1=CC=C(CNC2=NC=NC(=C2)C2=CN=C3N2C=CC(=C3)OCCCN3CCCC3)C=C1 [4-(1-methyl-1H-pyrazol-4-yl)-benzyl]-{6-[7-(3-pyrrolidin-1-yl-propoxy)-imidazo[1,2-a]pyridin-3-yl]-pyrimidin-4-yl}-amine phosphate